ClC=1C=CC=C2C=C(N(C12)COCC[Si](C)(C)C)C(=O)NC12CC(C1)(C2)O 7-chloro-N-(3-hydroxybicyclo[1.1.1]pentan-1-yl)-1-((2-(trimethylsilyl)ethoxy)methyl)-1H-indole-2-carboxamide